C(C)(=O)[C@]1([C@H]2[C@]34C=5C(=C(C=CC5C[C@H]([C@@H]3C=C1)N(C)CC4)O)O2)O 6-Acetyl-morphine